(S)-N-(4-bromobenzyl)-1-methyl-4-(2-(p-tolyl)-2H-pyrazolo[3,4-d]pyrimidin-4-yl)piperazine-2-carboxamide BrC1=CC=C(CNC(=O)[C@H]2N(CCN(C2)C=2C=3C(N=CN2)=NN(C3)C3=CC=C(C=C3)C)C)C=C1